1-(5-(difluoromethyl)-1,3,4-thiadiazol-2-yl)-N-((2S,3S)-2,3-dimethyloxetan-3-yl)-4-(4-isobutyrylpiperazin-1-yl)-1H-indazole-6-sulfonamide FC(C1=NN=C(S1)N1N=CC2=C(C=C(C=C12)S(=O)(=O)N[C@@]1([C@@H](OC1)C)C)N1CCN(CC1)C(C(C)C)=O)F